C(C1=CC=CC=C1)(=O)OS(=O)(=O)C(F)(F)F benzoyltrifluoromethanesulfonate